COC1=CC=C(CN(C2=CC(OC2)=O)CC2CC2)C=C1 4-[(4-Methoxybenzyl)-(cyclopropylmethyl)-amino]-furan-2(5H)-one